2-(o-bromophenyl)-3-cyano-4-phenyl-1,2-dihydropyrimido[1,2-a]benzimidazole BrC1=C(C=CC=C1)C1NC2=NC3=C(N2C(=C1C#N)C1=CC=CC=C1)C=CC=C3